O=C1NC=C(C(N1)=O)C=1C=C(C=2N(N1)C(=CN2)F)[C@@H]2[C@H](C2)C2=CC(=C(C#N)C=C2)F 4-((1S,2S)-2-(6-(2,4-dioxo-1,2,3,4-tetrahydropyrimidin-5-yl)-3-fluoroimidazo[1,2-b]pyridazin-8-yl)cyclopropyl)-2-fluorobenzonitrile